1-(3-(7-fluoro-1-(2-methoxyethyl)-1H-indol-5-yl)-6-(methoxymethyl)pyrazin-2-yl)piperidine-4-carboxylic acid FC=1C=C(C=C2C=CN(C12)CCOC)C=1C(=NC(=CN1)COC)N1CCC(CC1)C(=O)O